FC1=C(O[C@@H]2C[C@@]3([C@@H](CN(C3)C[C@H](C3=NC=C(C=C3)OCC3=CC=C(C=C3)OC)O)C2)O)C=CC=C1 (3aS,5S,6aR)-5-(2-fluorophenoxy)-2-((R)-2-hydroxy-2-(5-((4-methoxybenzyl)oxy)pyridin-2-yl)ethyl)hexahydrocyclopenta[c]pyrrol-3a(1H)-ol